C1(=CC=CC=C1)SC1=CC=2C(C3=CC=CC=C3C(C2C=C1)=O)=O 2-phenylsulphenyl-anthraquinone